OC1=CC=C(NC(CNS(=O)(=O)C2=C(C(=O)NC)C=CC=C2)=O)C=C1 2-[[2-(4-Hydroxyanilino)-2-oxo-ethyl]sulfamoyl]-N-methylbenzamide